C(#N)C1=NN(C=C1C(=O)[O-])CC1CCC1.[K+] Potassium 3-cyano-1-(cyclobutylmethyl)-1H-pyrazole-4-carboxylate